(S)-2-(Boc-amino)-2-vinyl-ethanol C(=O)(OC(C)(C)C)N[C@H](CO)C=C